1-(4-bromo-6-methyl-2-pyridinyl)ethanol BrC1=CC(=NC(=C1)C)C(C)O